1-benzyl 4-ethyl 2,3,6,7-tetrahydro-1H-azepine-1,4-dicarboxylate N1(CCC(=CCC1)C(=O)OCC)C(=O)OCC1=CC=CC=C1